di-tert-butyl {(S,E)-4-((S)-2-amino-N,3,3-trimethylbutanamido)-2,5-dimethylhex-2-enoyl}-D-glutamate N[C@H](C(=O)N(C)[C@H](/C=C(/C(=O)N[C@H](CCC(=O)OC(C)(C)C)C(=O)OC(C)(C)C)\C)C(C)C)C(C)(C)C